FC=1C(=NC=CC1)C1(CCC1)CNC1=NC=C(C=N1)NC(=O)NC=1SC=CN1 {[2-({[(3-fluoro(2-pyridyl))cyclobutyl]methyl}amino)pyrimidin-5-yl]amino}-N-(1,3-thiazol-2-yl)carboxamide